(3-((benzyloxy)methyl)-4-ethyl-5-oxo-4,5-dihydro-1H-1,2,4-triazol-1-yl)-2-chloro-4-methylnicotinonitrile C(C1=CC=CC=C1)OCC1=NN(C(N1CC)=O)C1=NC(=C(C#N)C(=C1)C)Cl